FC=1C=C(C=C(C1)F)[C@@H]1CC=2N(C(NC2C(=O)OCC)=S)C1 (S)-ethyl 6-(3,5-difluorophenyl)-3-thioxo-3,5,6,7-tetrahydro-2H-pyrrolo[1,2-c]imidazole-1-carboxylate